1-(5-bromoindazole-1-yl)-2-methylpropan-2-ol BrC=1C=C2C=NN(C2=CC1)CC(C)(O)C